[Cl-].CN(C1=CC=C(C=C1)C=1SC2=C([N+]1C)C=CC(=C2)C)C 2-[4-(dimethylamino)phenyl]-3,6-dimethylbenzothiazolium chloride